BrC(C(=O)OC)C1=CC=C(C=C1)OC(F)F methyl 2-bromo-2-(4-(difluoromethoxy)phenyl)acetate